Calcium iodid [I-].[Ca+2].[I-]